C[C@@H]1O[C@H](CN(C1)C=1C=CC(=NC1)C=1C=NC(=CC1NC1=NC(=CC(=C1)C)S(=O)(=O)C)NC(C)=O)C N-(5-((trans)-2,6-dimethylmorpholino)-4'-((4-methyl-6-(methylsulfonyl)pyridin-2-yl)amino)-[2,3'-bipyridin]-6'-yl)acetamide